ClC1=C(OCC2=C3CCN(CC3=CC=C2)C)C=CC(=C1)C(F)(F)F 5-((2-chloro-4-(trifluoromethyl)phenoxy)methyl)-2-methyl-3,4-dihydroisoquinoline